styrene r-butyl-acrylate C(CCC)OC(C=C)=O.C=CC1=CC=CC=C1